7-(1-(adamantan-1-ylmethyl)-5-methyl-1H-pyrazol-4-yl)-3-((diphenylmethylene)amino)imidazo[1,2-a]pyridine-8-carboxylic acid methyl ester COC(=O)C=1C=2N(C=CC1C=1C=NN(C1C)CC13CC4CC(CC(C1)C4)C3)C(=CN2)N=C(C2=CC=CC=C2)C2=CC=CC=C2